C1(CC1)C1=NC=NC(=C1C1=NC=C2N(C(N(C2=N1)CC1=CC=C(C=C1)C=1N(C=C(N1)C(F)(F)F)C)=N)CC)OC 2-(4-cyclopropyl-6-methoxy-pyrimidin-5-yl)-7-ethyl-9-[[4-[1-methyl-4-(trifluoromethyl)imidazol-2-yl]phenyl]methyl]purin-8-imine